4-amino-5-(cyclopropylethynyl)pyridine NC1=CC=NC=C1C#CC1CC1